CN1C(C(=C(C(=C1)C)[O-])NC(N[C@@H](CC(=O)[O-])C1=CC(=CC=C1)C=1C=NC(=CC1)OC)=O)=O.[Na+].[Na+] Natrium (S)-3-(3-(1,5-Dimethyl-4-oxido-2-oxo-1,2-dihydropyridin-3-yl)ureido)-3-(3-(6-methoxypyridin-3-yl)phenyl)propanoat